[Cu+2].C(CCCCCCCCCCC)OS(=O)(=O)C1=CC=CC=C1.C(CN)N.C(CN)N bis(ethylenediamine) dodecylbenzenesulfonate copper (II)